oxotetrahydrofurancarboxylate O=C1C(OCC1)C(=O)[O-]